(1R,2S,3R,5R)-3-{4-amino-5-bromo-7H-pyrrolo[2,3-d]pyrimidin-7-yl}-5-[2-({6-azaspiro[3.4]octan-6-yl}methyl)-1H-indol-6-yl]cyclopentane-1,2-diol NC=1C2=C(N=CN1)N(C=C2Br)[C@H]2[C@@H]([C@@H]([C@H](C2)C2=CC=C1C=C(NC1=C2)CN2CC1(CCC1)CC2)O)O